C(C)[Si](O[Si](CC1=CC=CC=C1)(CC)CC1=CC=CC=C1)(O[SiH2]O[SiH2]O[SiH2]O[SiH2]O[SiH2]O[SiH2]O[SiH2]O[SiH2]O[SiH2]O[SiH3])CC diethylbenzylethylbenzyldodecasiloxane